para-aminoxylenamine hydrochloride Cl.NC1=CC(C(C=C1)(C)N)C